1-Methyl-2-[4-(5-pyridin-4-yl-pyrazol-1-yl)-phenoxymethyl]-1H-benzoimidazole CN1C(=NC2=C1C=CC=C2)COC2=CC=C(C=C2)N2N=CC=C2C2=CC=NC=C2